CC1(OC=2C(=NC(=CC2)C=2C(=CC(=NC2)NC(C)=O)NC2=NC(=CN(C2=O)C)S(=O)(=O)C)OC1)C N-(5-(2,2-dimethyl-2,3-dihydro-[1,4]dioxino[2,3-b]pyridin-6-yl)-4-((4-methyl-6-(methylsulfonyl)-3-oxo-3,4-dihydropyrazin-2-yl)amino)pyridin-2-yl)acetamide